C(C1=CC=CC=C1)OC=1C(=CC(=NC1)O)SCC 5-benzyloxy-4-ethylsulfanyl-pyridin-2-ol